C(C)(C)(C)OC(=O)NC(C(=O)OC)C1=CN=NC2=CC=CC=C12 methyl 2-(tert-butoxycarbonylamino)-2-cinnolin-4-yl-acetate